perfluoro-n-tridecyl-sulfonic acid FC(C(C(C(C(C(C(C(C(C(C(C(C(F)(F)F)(F)F)(F)F)(F)F)(F)F)(F)F)(F)F)(F)F)(F)F)(F)F)(F)F)(F)F)(S(=O)(=O)O)F